C(C)(=O)N(C(=O)C1CCNCCC1)C N-acetyl-N-methylazepane-4-carboxamide